C(C)(C)(C)OC(N(C1CCCC2=CC(=CC=C12)\C=C\C(NOC1OCCCC1)=O)CCC1=CNC2=CC=CC=C12)=O.C(C)S(=O)(=O)O ethanesulfonic acid tert-butyl-(E)-(2-(1H-indol-3-yl)ethyl)(6-(3-oxo-3-(((tetrahydro-2H-pyran-2-yl)oxy)amino)prop-1-en-1-yl)-1,2,3,4-tetrahydronaphthalen-1-yl)carbamate